C(C)(C)(C)C1=NC=C(C=N1)N1C(O[C@]2(C1)C[C@@](CCC2)(C)CN2C=NC1=C2C=C(C=C1)C#N)=O 1-(((5S,7S)-3-(2-(tert-butyl)pyrimidin-5-yl)-7-methyl-2-oxo-1-oxa-3-azaspiro[4.5]decane-7-yl)methyl)-1H-benzo[d]imidazole-6-carbonitrile